ClC1=C(C=CC=C1)NC(C1=CC(=CC=C1)S(=O)(=O)N1CCC2=CC=CC=C12)=O N-(2-chlorophenyl)-3-(indolin-1-ylsulfonyl)benzamide